NC=1C(=C(C2=C(OC[C@H]3N2CCOC3)C1)F)C#N (S)-8-amino-10-fluoro-1,2,4a,5-tetrahydro-4H-benzo[b][1,4]oxazino[4,3-d][1,4]oxazine-9-carbonitrile